1-(2-(3-chlorobenzyl-(propargyl)amino)ethyl)-2-methyl-3-hydroxypyridin ClC=1C=C(CN(CCN2C(C(=CC=C2)O)C)CC#C)C=CC1